C(C)OC(C(COS(=O)(=O)N1C=C(C2=CC=CC=C12)CCN(C)C)(C)C)=O 3-(((3-(2-(dimethylamino)ethyl)-1H-indol-1-yl)sulfonyl)oxy)-2,2-dimethylpropionic acid ethyl ester